γ-glutamyl-cysteinyl-β-alanine N[C@@H](CCC(=O)N[C@@H](CS)C(=O)NCCC(=O)O)C(=O)O